tetrahydropyran-2-ylpyrazole-4-carbaldehyde O1C(CCCC1)C1=NNC=C1C=O